CN1N=C2N=CC(=CC2=C1)C1=CC=C2C(=N1)SC(=C2)C2(CC(C2)OC(F)(F)F)O cis-1-(6-(2-methyl-2H-pyrazolo[3,4-b]pyridin-5-yl)thieno[2,3-b]pyridin-2-yl)-3-(trifluoromethoxy)cyclobutanol